N-(8-(methylamino)-5-(5-methyl-oxazol-2-yl)-2,7-naphthyridin-3-yl)cyclopropanecarboxamide CNC=1N=CC(=C2C=C(N=CC12)NC(=O)C1CC1)C=1OC(=CN1)C